CN1C(C(=CC2=CC=CC=C12)CC1=CC(=CC=C1)OC(F)(F)F)=O 1-methyl-3-(3-(trifluoromethoxy)benzyl)quinolin-2(1H)-one